2-(5-chloro-2-oxo-2,3-dihydro-1H-indol-1-yl)-N-[3-(2-pyridin-2-ylethyl)phenyl]acetamide ClC=1C=C2CC(N(C2=CC1)CC(=O)NC1=CC(=CC=C1)CCC1=NC=CC=C1)=O